10-chloro-N-((3S,4S,6S)-4-(3,4-difluorophenyl)-6-(2-(methylamino)-2-oxoethyl)piperidin-3-yl)-5,6-dihydropyrazolo[1,5-d]thieno[3,2-f][1,4]oxazepine-2-carboxamide ClC=1C=NN2CCOC3=C(C21)C=C(S3)C(=O)N[C@@H]3CN[C@@H](C[C@H]3C3=CC(=C(C=C3)F)F)CC(=O)NC